Cl.CN1[C@@H]([C@H](CC1=O)C(NCCOCCC(NCCOCCC(=O)O)=O)=O)C=1C=NC=CC1 1-((2S,3S)-1-methyl-5-oxo-2-(pyridin-3-yl)pyrrolidin-3-yl)-1,8-dioxo-5,12-dioxa-2,9-diazapentadecan-15-oic acid hydrochloric acid salt